[C@@H](C(C(=O)O)O)(C(=O)O)N The molecule is a 3-hydroxyaspartic acid that has R configuration at the carbon bearing the amino group. It has a role as a fungal metabolite. It is a D-aspartic acid derivative, a D-alpha-amino acid and a 3-hydroxyaspartic acid. It is an enantiomer of a 3-hydroxy-L-aspartic acid.